2,6-dichloro-4-fluoro-N-hydroxybenzeneimidic chloride ClC1=C(C(=CC(=C1)F)Cl)C(=NO)Cl